7-bromo-3-methyl-2-(1-methyl-4-piperidyl)Quinoline BrC1=CC=C2C=C(C(=NC2=C1)C1CCN(CC1)C)C